N1(CCCCCC1)CCOC1=CC2=C(N(C=N2)C2=CC=C(C=C2)NC(=O)NC2=NOC(=C2)C(C)(C)C)C=C1 1-{4-[5-(2-azepan-1-yl-ethoxyl)-benzimidazol-1-yl]-phenyl}3-(5-tert-butyl-isoxazole-3-yl)-urea